3-(1-methyl-6-((4-(piperazin-1-ylmethyl)piperidin-1-yl)methyl)-1H-indazol-3-yl)piperidine-2,6-dione CN1N=C(C2=CC=C(C=C12)CN1CCC(CC1)CN1CCNCC1)C1C(NC(CC1)=O)=O